COC(=O)C1CN(C1)CC1=CC=C(C=C1)C1=NOC(C1)C1=CC(=CC=C1)Br 1-(4-(5-(3-bromophenyl)-4,5-dihydroisoxazol-3-yl)benzyl)azetidine-3-carboxylic acid methyl ester